C(C1=CC=CC=C1)OC1=C(OC2=CC(=CC(=C2C1)OCC1=CC=CC=C1)OCC1=CC=CC=C1)C1=CC=CC=C1 3,5,7-tris(benzyloxy)-2-phenyl-4H-chromene